6-(6-cyclopropyl-4-{2-[(3,3-difluoro-1-azetidinyl)carbonyl]-4-fluorophenyl}-2-pyridyl)-2-[(3-methoxy-1-azetidinyl)methyl]-1,6-dihydro-1,4,6-triaza-7-indenone C1(CC1)C1=CC(=CC(=N1)N1C=NC=2C=C(NC2C1=O)CN1CC(C1)OC)C1=C(C=C(C=C1)F)C(=O)N1CC(C1)(F)F